4-bromo-2-(dimethylamino)-6-fluorobenzaldehyde BrC1=CC(=C(C=O)C(=C1)F)N(C)C